CC(C(=O)OCC)CSCCCCCCCC ethyl 2-methyl-3-octylsulfanylpropanoate